N-(3-(2'-acetamido-[2,4'-bipyridin]-4-yl)-4-methylphenyl)-6-(difluoromethyl)nicotinamide C(C)(=O)NC1=NC=CC(=C1)C1=NC=CC(=C1)C=1C=C(C=CC1C)NC(C1=CN=C(C=C1)C(F)F)=O